Cl[O-].[O+]1=CC=CC2=C1C=CC=C2 benzopyrylium hypochlorite